4,4'-bis(4-(9-carbazolyl)styryl)biphenyl C1=CC=CC=2C3=CC=CC=C3N(C12)C1=CC=C(C=CC2=CC=C(C=C2)C2=CC=C(C=C2)C=CC2=CC=C(C=C2)N2C3=CC=CC=C3C=3C=CC=CC23)C=C1